ethyl cyanopyruvate sodium salt [Na].C(#N)CC(C(=O)OCC)=O